1-(5-((2R,4S)-2-(2,5-difluorophenyl)-4-hydroxypyrrolidin-1-yl)pyrazolo[1,5-a]pyrimidin-3-yl)-3-((1R,2R)-2-hydroxycyclopropyl)thiourea FC1=C(C=C(C=C1)F)[C@@H]1N(C[C@H](C1)O)C1=NC=2N(C=C1)N=CC2NC(=S)N[C@H]2[C@@H](C2)O